CN(C(C(N)=O)=O)C(CC)C1=NC=C(C=C1)C(F)(F)F N'-methyl-N'-[1-[5-(trifluoromethyl)-2-pyridyl]propyl]oxamide